propanedione CC(=O)C=O